CO[C@@]1([C@@H]2N(C1=O)C(=C(CS2)COC(=O)N)C(=O)[O-])NC(=O)CC3=CC=CS3 The molecule is a cephalosporin carboxylic acid anion having methoxy, 2-thienylacetamido and carbamoyloxymethyl side-groups, formed by proton loss from the carboxy group of the semisynthetic cephamycin antibiotic cefoxitin. It is a conjugate base of a cefoxitin.